BrCC(O)C1=CC(=CC=C1)F 2-Bromo-1-(3-fluorophenyl)ethan-1-ol